1,2,3,4-tetrahydronaphthalene-1-carboxylic acid C1(CCCC2=CC=CC=C12)C(=O)O